(S)-2-(7-((2-((3S,4R)-3-fluoro-4-hydroxy-3-methylpiperidin-1-yl)pyrimidin-4-yl)amino)-4-((R)-2-Methylazetidin-1-yl)-2,6-naphthyridin-1-yl)propionitrile F[C@]1(CN(CC[C@H]1O)C1=NC=CC(=N1)NC1=NC=C2C(=CN=C(C2=C1)[C@@H](C#N)C)N1[C@@H](CC1)C)C